C12[C@H](CC(C=C1)C2)NC(C2=C(C=CC=C2)F)=O N-((2S)-bicyclo[2.2.1]hept-5-en-2-yl)-2-fluorobenzamide